ClC=1C=NC(=NC1)[C@H]1[C@@H](CC1)C=1NC(C2=C(N1)N(N=C2C#N)[C@H](C)C=2C=NC(=CC2)C(F)(F)F)=O 6-((1R,2R)-2-(5-chloropyrimidin-2-yl)cyclobutyl)-4-oxo-1-((R)-1-(6-(trifluoromethyl)pyridin-3-yl)ethyl)-4,5-dihydro-1H-pyrazolo[3,4-d]pyrimidine-3-carbonitrile